[Ti].[Pb](=O)=O Lead Dioxide Titanium